1-(3-(6-(6-(Difluoromethyl)imidazo[1,2-b]pyridazin-3-yl)pyrimidin-4-yl)piperidin-1-yl)ethan-1-one FC(C=1C=CC=2N(N1)C(=CN2)C2=CC(=NC=N2)C2CN(CCC2)C(C)=O)F